N-hexylpyridine chloride salt [Cl-].C(CCCCC)N1CC=CC=C1